tert-butyl (S)-(6-(dimethylphosphoryl)-2,3-dihydrobenzofuran-3-yl)(methyl)carbamate CP(=O)(C)C1=CC2=C([C@@H](CO2)N(C(OC(C)(C)C)=O)C)C=C1